3-(4-(5-cyclobutylpyridin-3-yl)-1H-1,2,3-triazol-1-yl)oxetan C1(CCC1)C=1C=C(C=NC1)C=1N=NN(C1)C1COC1